tert-Butyl 3-[[4-[[[4-[[3-(2,3-difluoro-4-pyrimidin-2-yloxy-phenyl)imidazo[1,2-a]pyrazin-8-yl]amino]-2-ethyl-benzoyl]amino]methyl]-1-piperidyl]methyl]pyrrolidine-1-carboxylate FC1=C(C=CC(=C1F)OC1=NC=CC=N1)C1=CN=C2N1C=CN=C2NC2=CC(=C(C(=O)NCC1CCN(CC1)CC1CN(CC1)C(=O)OC(C)(C)C)C=C2)CC